C(C1=CC=CC=C1)C1=C(SC2=C1CN([C@H](C=1N2C(=NN1)C)C)S(=O)(=O)CCC1=CC=CC=C1)C (S)-3-benzyl-2,6,9-trimethyl-5-(phenethylsulfonyl)-5,6-dihydro-4H-thieno[3,2-f][1,2,4]triazolo[4,3-a][1,4]diazepine